CC(C(=O)N1CC(C1)N1N=C(C2=NC=CC=C21)C2=CC=C(C=C2)C(F)(F)F)=C 2-methyl-1-(3-(3-(4-(trifluoromethyl)phenyl)-1H-pyrazolo[4,3-b]pyridin-1-yl)azetidin-1-yl)prop-2-en-1-one